bromogermane Br[GeH3]